ClC1=CC=C2C(NC(N(C2=C1)C1=CC(=C(C=C1)F)O)=O)=O 7-Chloro-1-(4-fluoro-3-hydroxyphenyl)-1,3-dihydroquinazoline-2,4-dione